2-Chloro-5-{[(cyclopentylcarbonyl)amino]methyl}-N-(1-ethyl-1H-indazol-4-yl)benzamide ClC1=C(C(=O)NC2=C3C=NN(C3=CC=C2)CC)C=C(C=C1)CNC(=O)C1CCCC1